COC(=O)C=1C(=C(C(=O)O)C(=CC1)C(F)(F)F)C 3-(methoxycarbonyl)-2-methyl-6-(trifluoromethyl)benzoic acid